2-(chloromethyl)-6-methylbenzo[d]oxazole ClCC=1OC2=C(N1)C=CC(=C2)C